N1N=C(C=C1)CC(=O)N pyrazole-3-carboxyamide